O=C1NC2(C(N1C1=CC=C(C=C1)C)=O)CCN(CC2)C(=O)OC(C)(C)C tert-butyl 2,4-dioxo-3-(p-tolyl)-1,3,8-triazaspiro[4.5]decane-8-carboxylate